OCC(CC1=CNC2=CC=C(C=C12)C#N)(C)C 3-(3-hydroxy-2,2-dimethylpropyl)-1H-indole-5-carbonitrile